C(C)(C)(C)OC(=O)N1CCO[C@@H]([C@@H](C1)O)C(=O)OCC cis-6-hydroxy-1,4-oxaazepane-4,7-dicarboxylic acid 7-ethyl 4-(tert-butyl) ester